vinyl ketoisocaproate O=C(C(=O)OC=C)CC(C)C